COC1=CC(=NC=N1)C1=CC(=NN1)C(=O)OCC ethyl 5-(6-methoxypyrimidin-4-yl)-1H-pyrazole-3-carboxylate